(5-tert-butyl-2H-pyrazol-3-yl)-3-(4-{5-[2-(2-{3-[2-(2,6-dioxopiperidin-3-yl)-1,3-dioxo-2,3-dihydro-1H-isoindol-4-yl]-prop-2-ynyloxy}-ethoxy)-ethoxy]-benzimidazol-1-yl}-phenyl)-urea C(C)(C)(C)C=1C=C(NN1)NC(=O)NC1=CC=C(C=C1)N1C=NC2=C1C=CC(=C2)OCCOCCOCC#CC2=C1C(N(C(C1=CC=C2)=O)C2C(NC(CC2)=O)=O)=O